1-(2-acetylhydrazine-1-carbonyl)-N-(3-(4-fluoro-2H-1,2,3-triazol-2-yl)-4-(trifluoromethyl)phenyl)-3-methyl-6-azabicyclo[3.1.1]heptane-6-carboxamide C(C)(=O)NNC(=O)C12CC(CC(N1C(=O)NC1=CC(=C(C=C1)C(F)(F)F)N1N=CC(=N1)F)C2)C